3-[(Benzo[d][1,3]dioxolan-4-yl)-oxy]-3-(3-methylphenyl)-N-methylpropylamine O1COC2=C1C=CC=C2OC(CCNC)C2=CC(=CC=C2)C